7-(cyclobutyloxy)-1-methyl-4-[4-methyl-4-(5-methyl-1,3-benzoxazol-2-yl)piperidin-1-yl]-2-oxo-1,2-dihydroquinoline-3-carbonitrile C1(CCC1)OC1=CC=C2C(=C(C(N(C2=C1)C)=O)C#N)N1CCC(CC1)(C=1OC2=C(N1)C=C(C=C2)C)C